(R)-N-((1-Cyanopyrrolidin-3-yl)methyl)-5-phenylthiazol-2-carboxamid C(#N)N1C[C@H](CC1)CNC(=O)C=1SC(=CN1)C1=CC=CC=C1